C(C1=CC=CC=C1)OCOCCCC(CC(C)Br)C 6-bromo-4-methylheptyl benzyloxymethyl ether